(3E)-1-bromo-13,13-diethoxy-3-tridecene BrCC\C=C\CCCCCCCCC(OCC)OCC